FC=1C=C(NC2=CC=C(C(=N2)C(=O)NCCC2=CC=C(C=C2)OC(F)(F)F)OC)C=C(C1)F 6-(3,5-difluoroanilino)-3-methoxy-N-[2-[4-(trifluoromethoxy)phenyl]ethyl]pyridine-2-carboxamide